COC(=O)C1=NN2C(N=C(C=C2)Br)=C1 5-Bromopyrazolo[1,5-a]pyrimidine-2-carboxylic acid methyl ester